BrC=1C=C2C(=NNC2=CC1)C(=O)NC1COCCC1 5-Bromo-N-(tetrahydro-2H-pyran-3-yl)-1H-indazole-3-carboxamide